C=1N=CN2C1C1=CC=CC=C1[C@H]2[C@@H]2[C@@H](C=1C=NN(C1CC2)C)O (4S,5R)-5-((R)-5H-imidazo[5,1-a]isoindol-5-yl)-1-methyl-4,5,6,7-tetrahydro-1H-indazol-4-ol